N[C@]1/2C=3C=CC(NC3C[C@H](C=C(C1)C)\C2=C/C)=O (1R,9R,13E)-1-amino-13-ethylidene-11-methyl-6-azatricyclo[7.3.1.02,7]trideca-2(7),3,10-trien-5-one